Diethyl 4-chloro-1-[2-(4-chloro-3-methylphenyl)-2-oxoethyl]-1H-pyrazole-3,5-dicarboxylate ClC=1C(=NN(C1C(=O)OCC)CC(=O)C1=CC(=C(C=C1)Cl)C)C(=O)OCC